C12C(CCC=CCC1)O2 1,2-Epoxy-5-cyclooctene